C(C)C1C(C2=CC=C(C=C2C1)OC)NC(=O)C=1C(NC(=CC1)C(F)(F)F)=O N-(2-ethyl-5-methoxy-2,3-dihydro-1H-inden-1-yl)-2-oxo-6-(trifluoromethyl)-1,2-dihydropyridine-3-carboxamide